3-(3-methylguanidino)-propanoic acid CNC(NCCC(=O)O)=N